CC=1C=C(C[N+]2=NOC(=C2)[N-]C(NC2=CC(=CC=C2)C(F)(F)F)=O)C=CC1C=1C(=NC=NC1)C (3-(3-methyl-4-(4-methylpyrimidin-5-yl)benzyl)-1,2,3-oxadiazol-3-ium-5-yl)((3-(trifluoromethyl)phenyl)carbamoyl)amide